N-(2-(difluoromethoxy)-4-(4-methyl-4H-1,2,4-triazol-3-yl)phenyl)-6-methyl-8-(1-oxa-6-azaspiro[3.3]heptan-6-yl)pyrido[3,4-d]pyrimidin-2-amine FC(OC1=C(C=CC(=C1)C1=NN=CN1C)NC=1N=CC2=C(N1)C(=NC(=C2)C)N2CC1(CCO1)C2)F